1-[6-[[6-(trifluoromethyl)-3-pyridinyl]methyl]-2-azaspiro[3.3]heptane-2-carbonyl]piperidine-3-carboxamide FC(C1=CC=C(C=N1)CC1CC2(CN(C2)C(=O)N2CC(CCC2)C(=O)N)C1)(F)F